(R)-1-(3-(3-chloro-6-(1-(tetrahydro-2H-pyran-4-yl)-1H-pyrazol-4-ylamino)-1H-pyrazolo[3,4-d]pyrimidin-4-ylamino)piperidin-1-yl)prop-2-en-1-one ClC1=NNC2=NC(=NC(=C21)N[C@H]2CN(CCC2)C(C=C)=O)NC=2C=NN(C2)C2CCOCC2